(S)-tert-Butyl 4-(5-Bromopyrazin-2-yl)-3-methylpiperazine-1-carboxylate BrC=1N=CC(=NC1)N1[C@H](CN(CC1)C(=O)OC(C)(C)C)C